NC[C@H]1NC([C@H](SCC1)C1=CC(=CC=C1)I)=O (2R,5S)-5-(aminomethyl)-2-(3-iodophenyl)-1,4-thiazepan-3-one